2,3-difluoro-5,8-diphenylpyrazino[2,3-D]pyridazine FC=1C(=NC=2C(=C(N=NC2C2=CC=CC=C2)C2=CC=CC=C2)N1)F